3-ethylsulfanyl-5-(2-pyridyloxy)pyridin-2-amine C(C)SC=1C(=NC=C(C1)OC1=NC=CC=C1)N